C(CCC)C(CCCC)(O)C1=C(C=CC=C1)C butyl-2-methyl-phenyl-pentanol